COC1=CC=C2C(C(=C(NC2=C1)C)C1=CC=C(C=C1)OC1=CC=C(C=C1)OC(F)(F)F)=O 7-methoxy-2-methyl-3-(4-(4-(trifluoromethoxy)phenoxy)phenyl)-quinolin-4(1H)-one